2-(4-chloro-2-fluorophenyl) ethylene oxide ClC1=CC(=C(C=C1)C1CO1)F